N-(2-bromo-4-methoxyphenyl)cyclopropanethioamide BrC1=C(C=CC(=C1)OC)NC(=S)C1CC1